C(C)(C)C=1C=2N(N=C(C1)C=1N=C3N(C(C1)=O)C=C(S3)N3CCNCC3)C=C(N2)C 7-(8-Isopropyl-2-methylimidazo[1,2-b]pyridazin-6-yl)-2-piperazin-1-yl-thiazolo[3,2-a]pyrimidin-5-on